Octadecanoic acid (S)-1-((S)-1-{(S)-1-[(S)-1-((S)-1-carboxy-ethoxycarbonyl)-ethoxycarbonyl]-ethoxycarbonyl}-ethoxycarbonyl)-ethyl ester C(=O)(O)[C@H](C)OC(=O)[C@H](C)OC(=O)[C@H](C)OC(=O)[C@H](C)OC(=O)[C@H](C)OC(CCCCCCCCCCCCCCCCC)=O